CC=1C(=C(C=C(C1)C(F)(F)F)O)C1=CC=C2C(=N1)N=C(O2)NCC2N(CC2)C 3-Methyl-2-[2-[(1-methylazetidin-2-yl)methylamino]oxazolo[4,5-b]pyridin-5-yl]-5-(trifluoromethyl)phenol